C(=O)(O)CCC(=O)NC(C(=O)O)CC(=O)C1=C(C=CC=C1)NC=O 2-(3-Carboxypropionylamino)-4-(2-formylaminophenyl)-4-oxobutanoic acid